FC(C(=O)O)(F)F.FC(CCC(=O)O)(C1=C2C=CC=NC2=CC=C1)F 4,4-difluoro-4-(quinolin-5-yl)butanoic acid trifluoroacetic acid salt